ClC1=C(C=CC=C1)CN1C(CCC1=O)CC(=O)NC1CCCCC1 2-[1-[(2-chlorophenyl)methyl]-5-oxopyrrolidin-2-yl]-N-cyclohexylacetamid